(4-(benzofuran-3-yl)furan-2-yl)-2-methyl-4-oxobutanoic acid O1C=C(C2=C1C=CC=C2)C=2C=C(OC2)C(C(=O)O)(CC=O)C